ClC(C)C1=C(C=C(C=C1)F)COC (1-chloroethyl)-4-fluoro-2-(methoxymethyl)benzene